methyl 3-[4-(methoxycarbonylamino)phenyl]-8-methyl-imidazo[1,2-a]pyridine-6-carboxylate COC(=O)NC1=CC=C(C=C1)C1=CN=C2N1C=C(C=C2C)C(=O)OC